undecylate C(CCCCCCCCCC)(=O)[O-]